C(C)(C)C1=NC(=CC(=C1NC(=O)NS(=O)(=O)C=1C=NN2C1OCCC2)C(C)C)NC N-((2,4-diisopropyl-6-(methylamino)pyridin-3-yl)carbamoyl)-6,7-dihydro-5H-pyrazolo[5,1-b][1,3]oxazine-3-sulfonamide